N-[2-[bis(carboxymethyl)amino]ethyl]-N-[2-(methylthio)ethyl]-glycine C(=O)(O)CN(CCN(CC(=O)O)CCSC)CC(=O)O